2-(2-((6-chlorohexyl)oxy)ethoxy)ethan-1-amine hydrochloride salt Cl.ClCCCCCCOCCOCCN